4-bromo-N-(4-(2-chlorophenyl)thiazol-2-yl)thiophene-2-carboxamide BrC=1C=C(SC1)C(=O)NC=1SC=C(N1)C1=C(C=CC=C1)Cl